tert-butyl 3-((trimethylsilyl) oxy)-8-azabicyclo[3.2.1]oct-2-ene-8-carboxylate C[Si](OC1=CC2CCC(C1)N2C(=O)OC(C)(C)C)(C)C